racemic-dimethylsilyl-bis(tetrahydroindenyl)zirconium dichloride [Cl-].[Cl-].C[SiH](C)[Zr+2](C1CCC2CC=CC=C12)C1CCC2CC=CC=C12